2-(tetrahydrofuran-3-yl)ethyl 2-(3,5-dichlorophenyl)benzo[d]oxazole-6-carboxylate ClC=1C=C(C=C(C1)Cl)C=1OC2=C(N1)C=CC(=C2)C(=O)OCCC2COCC2